2,2-dibromoethyl carbamate C(N)(OCC(Br)Br)=O